CC(C#N)(C(N1OCC[C@H]1C1=CC=CC=C1)=O)C 2,2-dimethyl-3-oxo-3-[(3S)-3-phenyl-1,2-oxazolidin-2-yl]propanenitrile